C(C)(=O)N1CC=2C=CC=C(C2C1=O)C=O 2-Acetyl-3-oxoisoindoline-4-carbaldehyde